(2S,3R)-2-fluoro-3-hydroxy-3-(4-(trifluoromethyl)phenyl)propionic acid ethyl ester C(C)OC([C@H]([C@@H](C1=CC=C(C=C1)C(F)(F)F)O)F)=O